4-Methoxy-1,5-dimethyl-1,5,6,7-tetrahydro-2H-pyrrolo[3,4-b]pyridin-2-one Hydrochloride Cl.COC=1C2=C(N(C(C1)=O)C)CNC2C